2-oxo-7-(pyrrolidin-1-yl)-2H-benzopyran-3-carbaldehyde O=C1OC2=C(C=C1C=O)C=CC(=C2)N2CCCC2